C[C@H]([C@H](S(=O)(=O)N)C1=CC=CC=C1)CC=C (1S,2S)-2-METHYL-1-PHENYLPENT-4-ENE-1-SULFONAMIDE